N-(4-((4-((3-(2,4-dioxotetrahydropyrimidin-1(2H)-yl)pyridin-4-yl)methyl)piperazin-1-yl)methyl)-3-(trifluoromethyl)phenyl)-3-(imidazo[1,2-b]pyridazin-3-ylethynyl)-4-methylbenzamide O=C1N(CCC(N1)=O)C=1C=NC=CC1CN1CCN(CC1)CC1=C(C=C(C=C1)NC(C1=CC(=C(C=C1)C)C#CC1=CN=C2N1N=CC=C2)=O)C(F)(F)F